FC(OC=1C=CC(=NC1)C=1N(C(=NN1)C1CC(C1)NC(=O)C1=CC=NC2=CC=CN=C12)C1=C(C=CC=C1)F)F N-((1S,3r)-3-(5-(5-(difluoromethoxy)pyridin-2-yl)-4-(2-fluorophenyl)-4H-1,2,4-triazol-3-yl)cyclobutyl)-1,5-naphthyridine-4-carboxamide